OC=1C=C(C=NC1)C#CC=1C=C(C(=O)N2CCN(CC2)C2=CC=C(C(=O)NS(=O)(=O)C3=CC(=C(C=C3)NCCSC3=CC=CC=C3)C(F)(F)F)C=C2)C=C(C1)C(F)(F)F 4-[4-[3-[2-(5-Hydroxypyridin-3-yl)ethynyl]-5-(trifluoromethyl)benzoyl]piperazin-1-yl]-N-[4-(2-phenylsulfanylethylamino)-3-(trifluoromethyl)phenyl]sulfonylbenzamide